S-(11-hydroxyundecyl) ethanethioate C(C)(SCCCCCCCCCCCO)=O